COCCN(C(=S)S)CCOC Bis(2-methoxyethyl)carbamodithioic acid